N1C(CC1)CC(=O)OC(CNC(=O)OCC1C2=CC=CC=C2C=2C=CC=CC12)=O 1-(2-{[(9H-fluoren-9-ylmethoxy) carbonyl] amino} acetyl) azetidin-2-ylacetate